(R)-1-(5-(2-(tert-butoxy)-2-oxoethoxy)-2-fluorophenyl)-3-(3,4-dimethoxyphenyl)propyl (S)-1-(4-(acryloyloxy)-3,3-dimethyl-2-oxobutanoyl)piperidine-2-carboxylate C(C=C)(=O)OCC(C(C(=O)N1[C@@H](CCCC1)C(=O)O[C@H](CCC1=CC(=C(C=C1)OC)OC)C1=C(C=CC(=C1)OCC(=O)OC(C)(C)C)F)=O)(C)C